FC=1C=C(C=CC1C(F)(F)F)C(C)(O)C=1C(=C(N(C1)S(=O)(=O)C1=CC=C(C=C1)C)C(=O)OCC)C ethyl 4-(1-(3-fluoro-4-(trifluoromethyl)phenyl)-1-hydroxy ethyl)-3-methyl-1-(4-methylbenzene-1-sulfonyl)-1H-pyrrole-2-carboxylate